C(C1CO1)OCCC[Si](O[Si](O[Si](O[Si](O[Si](C)(C)CCCOCC1CO1)(C)C)(C)C)(C)C)(C)C 1,9-bis(3-glycidoxypropyl)-1,1,3,3,5,5,7,7,9,9-Decamethylpentasiloxane